(R)-1-(4-(6-amino-5-(trifluoromethoxy)pyridin-3-yl)-1-(3-morpholinobicyclo[1.1.1]pentan-1-yl)-1H-imidazol-2-yl)-2,2,2-trifluoroethan-1-ol NC1=C(C=C(C=N1)C=1N=C(N(C1)C12CC(C1)(C2)N2CCOCC2)[C@H](C(F)(F)F)O)OC(F)(F)F